BrC1=C(C(=CC2=C1C[C@](O2)(C2=CC=CC=C2)C(CC(=C)C)N[S@](=O)C(C)(C)C)F)Cl (R)-N-(1-((S)-4-Bromo-5-chloro-6-fluoro-2-phenyl-2,3-dihydrobenzofuran-2-yl)-3-methylbut-3-en-1-yl)-2-methylpropane-2-sulfinamide